methyl 3,3-dimethyl-2-oxindole-6-carboxylate CC1(C(NC2=CC(=CC=C12)C(=O)OC)=O)C